C(CC)[C@@H]1CC(OC1)=O |r| (±)-4-propyldihydrofuran-2-one